S(=O)(=O)(O)O.NC=1NC=CN1 L-2-aminoimidazole sulfate